C(C)(C)(C)OC(=O)N(C(OC(C)(C)C)=O)C1=NC=C(N=C1)C1CC(CC1)O tert-butyl N-tertbutoxycarbonyl-N-[5-(3-hydroxycyclopentyl)pyrazin-2-yl]carbamate